C(C)(C)(C)[C@H]1N(CCC1OC1=C(C=C(C=C1)I)F)C(=O)O (R)-tert-butyl-3-(2-fluoro-4-iodophenoxy)pyrrolidine-1-carboxylic acid